C(=O)(O)CCP(CCC(=O)O)CCC(=O)O Tri(2-carboxyethyl)phosphine